nonyl 2,2-dimethyl-6-oxo-5-oxa-7,11-diaza-2-silanonadecan-19-oate C[Si](C)(CCOC(NCCCNCCCCCCCC(=O)OCCCCCCCCC)=O)C